CN1SC=CN1 2-methyl-1,2,3-thiadiazole